O=C1NC(CCC1C1=CC(=C(C=C1)N1CCC(CC1)CN1CCC2(CC(C2)CNC(C2=CC(=CC=C2)OC)=O)CC1)F)=O N-((7-((1-(4-(2,6-dioxopiperidin-3-yl)-2-fluorophenyl)piperidin-4-yl)methyl)-7-azaspiro[3.5]non-2-yl)methyl)-3-methoxybenzamide